[3-Hydroxy-1-(3-trifluoromethoxy-phenyl)-propyl]-3-spiro[2.3]hex-5-yl-urea OCCC(C1=CC(=CC=C1)OC(F)(F)F)NC(=O)NC1CC2(CC2)C1